5-fluoro-3-methyl-1-benzofuran-2-carbaldehyde FC=1C=CC2=C(C(=C(O2)C=O)C)C1